FC=1C=C(C(=O)N)C=CC1COC1=COC(=CC1=O)CN1CC2=CC=CC=C2C1 3-fluoro-4-(((6-(isoindolin-2-ylmethyl)-4-oxo-4H-pyran-3-yl)oxy)methyl)benzamide